4-Chloro-1-[4-(1,1-difluoroethyl)phenyl]sulfonyl-3-[(2S)-3,3-difluoro-2-methyl-azetidin-1-yl]indazole ClC1=C2C(=NN(C2=CC=C1)S(=O)(=O)C1=CC=C(C=C1)C(C)(F)F)N1[C@H](C(C1)(F)F)C